(7-(2-fluoro-3-methoxyphenyl)-2-azaspiro[3.5]non-2-yl)((1s,3s)-3-hydroxy-3-methylcyclobutyl)methanone FC1=C(C=CC=C1OC)C1CCC2(CN(C2)C(=O)C2CC(C2)(C)O)CC1